tertbutyl (S)-7-((S)-1-(4-fluorophenyl)-1,2,3,4-tetrahydroisoquinoline-2-carbonyl)-1,4-oxazepane-4-carboxylate FC1=CC=C(C=C1)[C@@H]1N(CCC2=CC=CC=C12)C(=O)[C@@H]1CCN(CCO1)C(=O)OC(C)(C)C